tert-butyl 5-[6-chloro-5-[[4-methyl-6-(methylamino) pyrimidin-2-yl] amino]-2,3-dihydrobenzofuran-7-yl]-2-methyl-2,3,4,7-tetrahydroazepine-1-carboxylate ClC1=C(C2=C(CCO2)C=C1NC1=NC(=CC(=N1)C)NC)C=1CCC(N(CC1)C(=O)OC(C)(C)C)C